Methyl 6-chloro-5-(pent-3-yn-1-yloxy)nicotinate ClC1=NC=C(C(=O)OC)C=C1OCCC#CC